(3S)-3-(1,4-dimethyl-1H-benzotriazol-5-yl)-3-(7-{[(6S)-6-ethyl-2-hydroxy-5,6,7,9-Tetrahydro-8H-pyrido[2,3-c]azepin-8-yl]methyl}-1-benzothiophen-5-yl)propanoic acid CN1N=NC2=C1C=CC(=C2C)[C@@H](CC(=O)O)C=2C=C(C1=C(C=CS1)C2)CN2CC1=C(C[C@@H](C2)CC)C=CC(=N1)O